O1C(OCCC1)CC(=O)OC(CC1OCCCO1)=O 1,3-dioxaneacetic anhydride